C(#N)[C@H]1N(CSC1)C(CNC(=O)C1=CC=NC2=CC=C(C=C12)N1CC(C1)CCF)=O (R)-N-(2-(4-Cyanothiazolidin-3-yl)-2-oxoethyl)-6-(3-(2-fluoroethyl)azetidin-1-yl)-quinoline-4-carboxamide